(S)-4-(2-(4-(2-acetyl-5-chlorophenyl)-5-methoxy-2-oxopyridin-1(2H)-yl)-3-phenylpropionylamino)-N-methylbenzamide C(C)(=O)C1=C(C=C(C=C1)Cl)C1=CC(N(C=C1OC)[C@H](C(=O)NC1=CC=C(C(=O)NC)C=C1)CC1=CC=CC=C1)=O